C(C(O)C)(=O)O.N1=CC=CC(=C1)[C@H]1N(C)CCC1 (S)-nicotine lactate